Ethyl 4-{[(1S)-2-hydroxy-1-phenylethyl]amino}-2-{[4-(methylsulfonyl)-phenyl]amino}pyrimidine-5-carboxylate OC[C@H](C1=CC=CC=C1)NC1=NC(=NC=C1C(=O)OCC)NC1=CC=C(C=C1)S(=O)(=O)C